C(CCCCCCCCCCC)OC([C@@H](N)CCC(=O)OCCCCCCCCCCCC)=O.C(CCCCCCC\C=C/C\C=C/CCCCC)(=O)O.C(CCCCCCC\C=C/C\C=C/CCCCC)(=O)O dilinoleic acid dilauryl-glutamate